C(C)(=O)N1CC=2N(CC1)C(=NC2C=2C=CC=C1C=C(N=CC21)C=2C=CC(=NC2)C(=O)N[C@@H](C)CC#CC2=C1CN(C(C1=CC=C2)=O)C2C(NC(CC2)=O)=O)CC 5-(8-(7-Acetyl-3-ethyl-5,6,7,8-tetrahydroimidazo[1,5-a]pyrazin-1-yl)isoquinolin-3-yl)-N-((2S)-5-(2-(2,6-dioxopiperidin-3-yl)-1-oxoisoindolin-4-yl)pent-4-yn-2-yl)picolinamide